(2R,3R,4S,5S,6R)-2-(allylthio)-6-((R)-1-(((R)-tert-butylsulfinyl)amino)pent-4-en-1-yl)tetrahydro-2H-pyran-3,4,5-triyl tribenzoate C(C1=CC=CC=C1)(=O)O[C@H]1[C@H](O[C@@H]([C@@H]([C@@H]1OC(C1=CC=CC=C1)=O)OC(C1=CC=CC=C1)=O)[C@@H](CCC=C)N[S@](=O)C(C)(C)C)SCC=C